2-ethyl-N-methyl-N-(m-tolyl)butanamide C(C)C(C(=O)N(C=1C=C(C=CC1)C)C)CC